COCC1CC(C1)(O)C1=CC=2C(=NC(=CC2)C2=CC=3C(N=C2)=NN(C3)C)S1 cis-3-(methoxymethyl)-1-(6-(2-methyl-2H-pyrazolo[3,4-b]pyridin-5-yl)thieno[2,3-b]pyridin-2-yl)cyclobutanol